[Na+].[Na+].CC=1C=C2C(=C(NC2=CC1C(=O)[O-])CCCCC)CCO.CC=1C=C2C(=C(NC2=CC1C(=O)[O-])CCCCC)CCO 5-methyl-2-pentyl-3-(2-hydroxyethyl)indole-6-formic acid disodium salt